NC1=NC=CC(=C1)C1=CC(=NC=C1)NC(=O)[C@@H]1CN(CC1)C#N (S)-N-(2'-amino-[4,4'-bipyridyl]-2-yl)-1-cyanopyrrolidine-3-carboxamide